C(#N)C1(CC1)C(=O)NCC=1C(=NC(=NC1)C1=CC(=C(C(=C1)[N+](=O)[O-])C)F)N1CC(CC1)CNC(OC(C)(C)C)=O Tert-butyl N-[[1-[5-[[(1-cyanocyclopropanecarbonyl)amino]methyl]-2-(3-fluoro-4-methyl-5-nitro-phenyl)pyrimidin-4-yl]pyrrolidin-3-yl]methyl]carbamate